FC1([C@@H](O[C@@H]([C@H]1O)CO)N1C(N=C(C=C1)NC(OCC=1OC2=C(C1)C=C(C=C2OC)OC)=O)=O)F (5,7-di(methoxy)benzofuran-2-yl)methyl (1-((2R,4R,5R)-3,3-difluoro-4-hydroxy-5-(hydroxyl-methyl)tetrahydrofuran-2-yl)-2-oxo-1,2-dihydropyrimidin-4-yl)carbamate